OC1C[C@H](NC1)C(=O)N[C@@H](CO)C1=CC=C(C=C1)N1C(OCC1)=O 4-hydroxy-N-{(1R)-2-hydroxy-1-[4-(2-oxo-1,3-oxazolidin-3-yl)phenyl]ethyl}-L-prolinamide